OCCN1CCN(CC1)C\C=C/C1=CC=C(C=C1)C1OC2=CC=C(C=C2C(=C1C1=CC(=CC=C1)O)C)O 2-(4-{(Z)-3-[4-(2-Hydroxyethyl)piperazin-1-yl]-propenyl}phenyl)-3-(3-hydroxyphenyl)-4-methyl-2H-chromen-6-ol